(6aR,8S)-8-(4-cyclopropylpiperazin-1-yl)-2-methoxy-N-(6-((R)-3-phenylisoxazolidin-2-yl)pyrimidine-4-yl)-6,6a,7,8,9,10-hexahydrobenzo[b]pyrido[1,2-d][1,4]oxazin-3-amine C1(CC1)N1CCN(CC1)[C@@H]1C[C@H]2N(C3=C(OC2)C=C(C(=C3)OC)NC3=NC=NC(=C3)N3OCC[C@@H]3C3=CC=CC=C3)CC1